(+/-)-(3S,4R)-3-fluoro-1-methylpiperidin-4-amine F[C@H]1CN(CC[C@H]1N)C |r|